(R)-N-((S)-5,7-dihydrospiro[cyclopenta[c]pyridine-6,4'-piperidin]-5-yl)-2-methylpropane-2-sulfinamide N1CCC2(CC1)[C@@H](C1=C(C=NC=C1)C2)N[S@](=O)C(C)(C)C